BrC1=CC=C2C(=NNC2=C1)C1=CC(=NO1)C1=CC=C(C=C1)C(=O)N1[C@H](CN(CC1)C)C {4-[5-(6-Bromo-1H-indazol-3-yl)-isoxazol-3-yl]-phenyl}-((S)-2,4-dimethyl-piperazin-1-yl)-methanone